C1(CCCC1)OC=1C(=C(C(=CC1)\C=C(\C1=NC=CC(=N1)C1=CN=NC=C1)/F)N1CC2(CCC1)CCN(CC2)C(=O)OC(C)(C)C)C(F)(F)F tert-Butyl (Z)-2-(3-(cyclopentyloxy)-6-(2-fluoro-2-(4-(pyridazin-4-yl)pyrimidin-2-yl)vinyl)-2-(trifluoromethyl)phenyl)-2,9-diazaspiro[5.5]undecane-9-carboxylate